OC(C(=O)OCCCCO)CC hydroxybutyl (3R)-hydroxybutyrate